ClC=1C=CC(=NC1)COC1=NN=C(S1)NC(C1=CN=C(C=C1C1CCOCC1)C)=O N-(5-((5-chloropyridin-2-yl)methoxy)-1,3,4-thiadiazol-2-yl)-6-methyl-4-(tetrahydro-2H-pyran-4-yl)nicotinamide